FC12CC(C1)(C2)C(=O)N(C2=CC(=CC=C2)/C(/N)=N/O)CC21CCC(CC2)(CC1)C(=O)OC methyl (Z)-4-((3-fluoro-N-(3-(N'-hydroxy carbamimidoyl)phenyl)bicyclo[1.1.1]pentane-1-carboxamido)methyl)bicyclo[2.2.2]octane-1-carboxylate